N1=NC=CC2=CC(=CC=C12)C1=CNC=2N=C(N=C(C21)OC)NC2CCC(CC2)OCCO 2-(((1r,4r)-4-((5-(cinnolin-6-yl)-4-methoxy-7H-pyrrolo[2,3-d]pyrimidin-2-yl)amino)cyclohexyl)oxy)ethan-1-ol